(2S)-5,5-dimethyl-2-{[(2-methylpyrimidin-5-yl)methyl]amino}hexanoic acid CC(CC[C@@H](C(=O)O)NCC=1C=NC(=NC1)C)(C)C